C(C)NC(NC=1N=CC2=CC(=NC=C2C1)C=1C=NC(=CC1C)[C@@H](CC)O)=O 3-ethyl-1-(7-{6-[(1R)-1-hydroxypropyl]-4-methylpyridin-3-yl}-2,6-naphthyridin-3-yl)urea